(biphenylyl)(carbazolyl)(biphenyl) C1(=C(C=CC=C1)C=1C(=C(C=CC1)C1=CC=CC=C1)C1=CC=CC=2C3=CC=CC=C3NC12)C1=CC=CC=C1